C1(=CC=C(C=C1)C1=NC(=NC(=N1)C1=CC=C(C2=CC=CC=C12)Br)C1=CC=CC=C1)C1=CC=CC=C1 2-([1,1'-biphenyl]-4-yl)-4-(4-bromonaphthalene-1-yl)-6-phenyl-1,3,5-triazine